6-[4-(6-Chloro-1-methylindol-3-yl)piperidine-1-carbonyl]-4H-1,4-benzoxazin-3-one ClC1=CC=C2C(=CN(C2=C1)C)C1CCN(CC1)C(=O)C=1C=CC2=C(NC(CO2)=O)C1